2-[2-(aminomethyl)-3,3-difluoro-allyl]-4-[[6-[6-(trifluoromethyl)-3-pyridinyl]benzothien-2-yl]methyl]-1,2,4-triazol-3-one NCC(CN1N=CN(C1=O)CC=1SC2=C(C1)C=CC(=C2)C=2C=NC(=CC2)C(F)(F)F)=C(F)F